NC(CC)=NC([C@H](C)NC(OC(C)(C)C)=O)=O tert-butyl N-[(1S)-2-(1-aminopropylideneamino)-1-methyl-2-oxo-ethyl]carbamate